ClC=1C=C(C=CC1)N1C(N([C@H](C1)C#N)C1=CN=CC2=CC=C(C=C12)C#N)=O |r| racemic-4-(3-(3-chlorophenyl)-5-cyano-2-oxoimidazolidin-1-yl)isoquinoline-6-carbonitrile